3-Methyl-2-[1-methyl-5-[methyl-[(3R)-pyrrolidin-3-yl]amino]imidazo[4,5-b]pyrazin-2-yl]-5-(trifluoromethyl)phenol CC=1C(=C(C=C(C1)C(F)(F)F)O)C1=NC=2C(=NC=C(N2)N([C@H]2CNCC2)C)N1C